(S)-3-(1-(5-cyanopyridin-3-yl)pyrrolidin-3-yl)-4-methylbenzoic acid ethyl ester C(C)OC(C1=CC(=C(C=C1)C)[C@H]1CN(CC1)C=1C=NC=C(C1)C#N)=O